C(C(=C)C)(=O)OC[C@H]1CO1 r-glycidyl Methacrylate